6-(6-(1-(difluoromethyl)-1H-pyrazol-4-yl)imidazo[1,2-b]pyridazin-3-yl)-N-((3S,4S)-3-fluoropiperidin-4-yl)pyridin-2-amine FC(N1N=CC(=C1)C=1C=CC=2N(N1)C(=CN2)C2=CC=CC(=N2)N[C@@H]2[C@H](CNCC2)F)F